FC=1C=C2N=CC=3N(C(N4[C@H](COC(=C2C34)C1C=1C=NC(=CC1)C#CCCN1CCCCC1)C)=O)C (S)-6-fluoro-2,10-dimethyl-7-(6-(4-(piperidin-1-yl)but-1-yn-1-yl)pyridin-3-yl)-9,10-dihydro-8-oxa-2,4,10a-triazanaphtho[2,1,8-cde]azulen-1(2H)-one